C1(CCCC1)C#CC(=O)O 3-Cyclopentyl-2-propynic acid